(tert-Butyldimethylsilanyloxy)-1-(3-chloro-4-fluorophenyl)ethanamine [Si](C)(C)(C(C)(C)C)OC(C)(N)C1=CC(=C(C=C1)F)Cl